C(C)(C)(C)C1=C(C=2C(=NC(=CN2)C(=O)OC)N1C)CCOC methyl 6-tert-butyl-7-(2-methoxyethyl)-5-methyl-pyrrolo[2,3-b]pyrazine-3-carboxylate